(3β,24S)-stigmast-5-en-3-ol CC[C@@H](CC[C@@H](C)[C@H]1CC[C@H]2[C@@H]3CC=C4C[C@H](CC[C@]4(C)[C@H]3CC[C@]12C)O)C(C)C